(6-((4-((2-cyclopropyl-4-phenylthiazol-5-yl)oxy)pyridin-2-yl)amino)pyridin-3-yl)methanesulfonamide C1(CC1)C=1SC(=C(N1)C1=CC=CC=C1)OC1=CC(=NC=C1)NC1=CC=C(C=N1)CS(=O)(=O)N